FC(S(=O)(=O)OC1=NC(=C(C2=CC3=C(C=C12)N(N=C3)C3OCCCC3)C3=CC(=C(C=C3)F)F)C(COCC3=CC=CC=C3)(C)C)(F)F [6-(2-benzyloxy-1,1-dimethyl-ethyl)-5-(3,4-difluorophenyl)-1-tetrahydropyran-2-yl-pyrazolo[4,3-g]isoquinolin-8-yl] trifluoromethanesulfonate